bis-isostearyl-phosphoric acid C(CCCCCCCCCCCCCCC(C)C)OP(OCCCCCCCCCCCCCCCC(C)C)(O)=O